((4r,5s,7r,8r,9s,10r)-8,10-dihydroxy-7-(hydroxymethyl)-9-(4-(3,4,5-trifluorophenyl)-1H-1,2,3-triazol-1-yl)-1,6-dioxaspiro[4.5]dec-4-yl)-2-phenylpropionamide O[C@H]1[C@H](O[C@@]2([C@H](CCO2)C(C(=O)N)(C)C2=CC=CC=C2)[C@@H]([C@H]1N1N=NC(=C1)C1=CC(=C(C(=C1)F)F)F)O)CO